COC=1C=C2C(=C(C=NC2=CC1)C(=O)N1CCN(CC1)S(=O)(=O)C)N1CCC2(OCCO2)CC1 (6-methoxy-4-(1,4-dioxa-8-azaspiro[4.5]decan-8-yl)quinolin-3-yl)(4-(methylsulfonyl)piperazin-1-yl)methanone